S(C)(=O)(=O)O.NC=1C(=CC=CC1)C.NC=1C(=CC=CC1)C ditoluidine mesylate